FC=1C=CC(=C(CN2C(C=3N(CC2COC)C=CC3)=O)C1)CO 2-(5-fluoro-2-(hydroxymethyl)benzyl)-3-(methoxymethyl)-3,4-dihydropyrrolo[1,2-a]pyrazin-1(2H)-one